O1C(OCC1)C1CCN(CC1)C1=C2CCN(C2=CC=C1)C(=O)OC(C)(C)C Tert-butyl 4-[4-(1,3-dioxolan-2-yl)piperidin-1-yl]-2,3-dihydroindole-1-carboxylate